(4-fluoro-3-(2-fluoroethoxy)phenyl)methanone FC1=C(C=C(C=C1)C=O)OCCF